N-(4-((2-methoxy-3-(1-methyl-1H-1,2,4-triazol-3-yl)phenyl)amino)-6-methyl-5-carbonyl-5,6-dihydropyrido[2,3-d]pyridazin-2-yl)cyclopropanecarboxamide COC1=C(C=CC=C1C1=NN(C=N1)C)NC1=CC(=NC=2C=NN(C(C21)=C=O)C)NC(=O)C2CC2